C(C)(C)(C)OC(=O)NCCN(C=1C=C2C(=CC=NC2=CC1)C(=O)NCC(=O)OC)C methyl (6-((2-((tert-butoxycarbonyl)amino)ethyl)(methyl)amino)quinoline-4-carbonyl)glycinate